C(C1=CC=CC=C1)(=O)NC(N(CC1=C(C=CC=C1)C1N(CC(CC1)F)CC1=CC=C(C=C1)OC)C=1N=CNC1C(=O)N)=S 4-(3-benzoyl-1-(2-(5-fluoro-1-(4-methoxybenzyl)piperidin-2-yl)benzyl)thioureido)-1H-imidazole-5-carboxamide